1-[[[6-[[4-(1H-indazol-4-yl)triazol-1-yl]methyl]-1H-indol-2-yl]methyl-amino]methyl]cyclobutanol N1N=CC2=C(C=CC=C12)C=1N=NN(C1)CC1=CC=C2C=C(NC2=C1)CNCC1(CCC1)O